ClC1=CC=C(C=C1)C1=NC(=NC(=C1)C1=CC=C(C=C1)Cl)C1=CC=C(C=C1)C=1C2=CC=CC=C2C=2C=CC=CC2C1 4,6-bis-(4-chloro-phenyl)-2-{4-(phenanthren-9-yl)-phenyl}-pyrimidine